2-chloropropionyl chloride ClC(C(=O)Cl)C